[3-(acryloylamino)propyl]trimethyl-ammonium chloride [Cl-].C(C=C)(=O)NCCC[N+](C)(C)C